COC(C1=C(C(=CC(=C1)OC)CCl)OC)=O 3-(chloromethyl)-2,5-dimethoxybenzoic acid methyl ester